CN1C(C2=C(C=C1)C(=CN2S(=O)(=O)C2=CC=C(C)C=C2)C2=CC=C(C=O)C=C2)=O 4-(6-methyl-7-oxo-1-tosyl-6,7-dihydro-1H-pyrrolo[2,3-c]pyridin-3-yl)benzaldehyde